N1C=CC2=CC(=CC=C12)NC(=O)NC1=NC(=CC=C1)C1=NN=CN1C(C)C 1-(1H-indol-5-yl)-3-(6-(4-isopropyl-4H-1,2,4-triazol-3-yl)pyridin-2-yl)urea